2-{3-[(3S)-3-(propan-2-yl)piperazin-1-yl]-1,2,4-triazin-6-yl}-5-(1,2-thiazol-5-yl)phenol dihydrochloride Cl.Cl.CC(C)[C@H]1CN(CCN1)C=1N=NC(=CN1)C1=C(C=C(C=C1)C1=CC=NS1)O